CN(CCCNC(=O)C1=NN(C2=C1C=NC(=C2)C=2C=NN1C2N=CC=C1)C1=C(C=C(C(=C1)F)OCC1=CC=C(C=C1)OC)OC)C N-(3-(Dimethylamino)propyl)-1-(5-fluoro-2-methoxy-4-((4-methoxybenzyl)oxy)phenyl)-6-(pyrazolo[1,5-a]pyrimidin-3-yl)-1H-pyrazolo[4,3-c]pyridine-3-carboxamide